5,8-dichloro-3-methylpyrido[2,3-d]Pyridazine ClC1=C2C(=C(N=N1)Cl)N=CC(=C2)C